1-((2R,3R,4S,5R)-3-allyl-5-((bis(4-methoxyphenyl)(phenyl)methoxy)methyl)-4-hydroxytetrahydrofuran-2-yl)-3-benzoylpyrimidine-2,4(1H,3H)-dione C(C=C)[C@H]1[C@@H](O[C@@H]([C@H]1O)COC(C1=CC=CC=C1)(C1=CC=C(C=C1)OC)C1=CC=C(C=C1)OC)N1C(N(C(C=C1)=O)C(C1=CC=CC=C1)=O)=O